N-(2-(4-acetylpiperazin-1-yl)-5-(3-benzyl-1-((1r,4r)-4-((5-cyanopyridin-2-yl)amino)cyclohexyl)ureido)phenyl)acrylamide C(C)(=O)N1CCN(CC1)C1=C(C=C(C=C1)N(C(=O)NCC1=CC=CC=C1)C1CCC(CC1)NC1=NC=C(C=C1)C#N)NC(C=C)=O